ClC=1C=CC(=NC1)N1CC(CC1)C(=O)N[C@@H]([C@H](O)C1=CC2=C(OCCO2)C=C1)CN1CCCC1 1-(5-chloropyridin-2-yl)-N-((1R,2R)-1-(2,3-dihydrobenzo[b][1,4]dioxin-6-yl)-1-hydroxy-3-(pyrrolidin-1-yl)propan-2-yl)pyrrolidine-3-carboxamide